dihydropteridine C1CN=C2C(=N1)C=NC=N2